FC1(CC1)C1=NNC(=N1)C1CC2(CN(C2)C(=O)N2CC3(C2)CC(C3)CC=3C=C(C#N)C=C(C3)C(F)(F)F)C1 3-[[2-[6-[3-(1-fluorocyclopropyl)-1H-1,2,4-triazol-5-yl]-2-azaspiro[3.3]heptane-2-carbonyl]-2-azaspiro[3.3]heptan-6-yl]methyl]-5-(trifluoromethyl)benzonitrile